OC1C[C@@H](NC1)C(=O)N 4-hydroxy-D-prolinamide